(5S,7s)-7-fluoro-5-(2-fluorophenyl)-2-[(1r,2r)-2-fluorocyclopropyl]sulfonyl-6,7-dihydro-5H-pyrrolo[1,2-b][1,2,4]triazole F[C@H]1C[C@H](N2N=C(N=C21)S(=O)(=O)[C@H]2[C@@H](C2)F)C2=C(C=CC=C2)F